C1(CCCCC1)NC(CC1N(C(CC1)=O)CC1=C(C=C(C=C1)Cl)Cl)=O N-cyclohexyl-2-[1-[(2,4-dichlorophenyl)methyl]-5-oxopyrrolidin-2-yl]acetamide